N-methyl-1-(5'H,7'H-spiro[cyclopropane-1,4'-thieno[2,3-c]pyran]-7'-yl)cyclopropan-1-amine CNC1(CC1)C1OCC2(C3=C1SC=C3)CC2